C(C)ON=C(C(C(=O)OCC)=CNC(=O)N)C ethyl 3-(ethoxyimino)-2-(ureidomethylene)butanoate